(S)-2-((4-(4-(4-chloro-2-fluorobenzyloxy)pyrimidin-2-yl)-5,6-dihydropyridin-1(2H)-yl)methyl)-1-(oxetan-2-ylmethyl)-1H-benzo[d]imidazole-6-carboxylic acid ClC1=CC(=C(COC2=NC(=NC=C2)C2=CCN(CC2)CC2=NC3=C(N2C[C@H]2OCC2)C=C(C=C3)C(=O)O)C=C1)F